C[C@H]1N(CCC1)C1CCC2=C(CC1)C=C(C=C2)C=2C=C1C(=NC2)NN=C1C1=CC(=C(C=C1)C(C)(C)O)C(F)(F)F 2-[4-(5-{7-[(2R)-2-Methylpyrrolidin-1-yl]-6,7,8,9-tetrahydro-5H-benzo[7]annulen-2-yl}-1H-pyrazolo[3,4-b]pyridin-3-yl)-2-(trifluoromethyl)phenyl]propan-2-ol